N-[4-chloro-2-[[(1S)-3-(methylamino)-1-[[(3S,5R)-5-methyl-2-oxo-pyrrolidin-3-yl]methyl]-2,3-dioxo-propyl]carbamoyl]phenyl]-5-(trifluoromethyl)pyrimidine-2-carboxamide ClC1=CC(=C(C=C1)NC(=O)C1=NC=C(C=N1)C(F)(F)F)C(N[C@H](C(C(=O)NC)=O)C[C@H]1C(N[C@@H](C1)C)=O)=O